2-methyl-N-(oxetan-3-ylmethylene)propane-2-sulfinamide CC(C)(C)S(=O)N=CC1COC1